OC1=CC=CC2=CC=C(C=C12)N 1-hydroxy-7-aminonaphthalene